ClC1=CC=C(C=C1)C=1N=CN(C1C1=CC=NC=C1)CC(=O)N1CCN(CC1)C 4-[4-(4-chlorophenyl)-1-[2-(4-methylpiperazin-1-yl)-2-oxoethyl]-1H-imidazol-5-yl]pyridin